BrC=1C(=CC=2N(C1)C=C(N2)CO)OC (6-Bromo-7-methoxyimidazo[1,2-a]pyridin-2-yl)methanol